FC1=C(CNC2=NC(=NC=C2C(=O)N)NC=2C=NN(C2)CCO)C(=CC=C1)C(F)(F)F 4-((2-fluoro-6-(trifluoromethyl)benzyl)amino)-2-((1-(2-hydroxyethyl)-1H-pyrazol-4-yl)amino)pyrimidin-5-carboxamide